FC=1C(=NC=C(C1)OC1CN(C1)C(C)C)C1=CC(=CN1C)C(=O)OC methyl 5-{3-fluoro-5-[(1-isopropylazetidin-3-yl)oxy]pyridin-2-yl}-1-methylpyrrole-3-carboxylate